(R)-2-((((9H-Fluoren-9-yl)methoxy)carbonyl)amino)-5-(tert-butoxy)-5-oxopentanoic acid C1=CC=CC=2C3=CC=CC=C3C(C12)COC(=O)N[C@@H](C(=O)O)CCC(=O)OC(C)(C)C